tert-butyl 4-(((6S)-6-(2-(((1R)-1-carbamoylethyl)amino)-6-(methoxycarbonyl)pyridin-3-yl)-2,2-difluoro-7-azaspiro[3.5]nonan-7-yl)methyl)-5-methoxy-7-methylindole-1-carboxylate C(N)(=O)[C@@H](C)NC1=NC(=CC=C1[C@@H]1CC2(CC(C2)(F)F)CCN1CC1=C2C=CN(C2=C(C=C1OC)C)C(=O)OC(C)(C)C)C(=O)OC